2-propanyl 3-{(2R,5aR,6R,7R,8aS)-7-hydroxy-6-[(1E,3R)-3-hydroxy-4-phenoxy-1-buten-1-yl]octahydro-2H-cyclopenta[b]oxepin-2-yl}propanoate O[C@H]1[C@@H]([C@@H]2[C@@H](O[C@H](CCC2)CCC(=O)OC(C)C)C1)\C=C\[C@H](COC1=CC=CC=C1)O